3,4-dimethylhexyl acetate C(C)(=O)OCCC(C(CC)C)C